6-(benzo[b]thiophen-6-yl)-N-(5-chloro-6-fluoro-1H-indol-3-yl)-3,4-dihydroisoquinoline-2(1H)-Carboxamide S1C2=C(C=C1)C=CC(=C2)C=2C=C1CCN(CC1=CC2)C(=O)NC2=CNC1=CC(=C(C=C21)Cl)F